BrC=1C=C(C=C(C1)C(F)(F)F)C1(CC(C1)C)C(=O)O 1-(3-bromo-5-(trifluoromethyl)phenyl)-3-methylcyclobutanecarboxylic acid